2-chloro-6,7-dimethoxy-4-(prop-1-en-2-yl)quinazoline ClC1=NC2=CC(=C(C=C2C(=N1)C(=C)C)OC)OC